P(=O)(OC(CCl)CCl)(OC(CCl)CCl)OC(CCl)CCl tris(1,3-dichloro-2-propyl) phosphate